tert-butyl-2-(4-tert-butyl-2-pyridyl)pyridine C(C)(C)(C)C=1C(=NC=CC1)C1=NC=CC(=C1)C(C)(C)C